N-[5-(3-chloro-5-cyano-4-hydroxyphenyl)-4-fluoro-2-[rac-(3R,5S)-3,4,5-trimethylpiperazin-1-yl]phenyl]-6-oxo-4-(trifluoromethyl)-1H-pyridine-3-carboxamide ClC=1C=C(C=C(C1O)C#N)C=1C(=CC(=C(C1)NC(=O)C1=CNC(C=C1C(F)(F)F)=O)N1C[C@H](N([C@H](C1)C)C)C)F |r|